2'-O-methylinosine CO[C@H]1[C@@H](O[C@@H]([C@H]1O)CO)N1C=NC=2C(O)=NC=NC12